BrC=1C=C2C3(C(=NC2=C(C1)F)C)CCCC3 5'-Bromo-7'-fluoro-2'-methyl-spiro[cyclopentane-1,3'-indole]